tert-butyl 4-(3,6-dichloropyridazin-4-yl)-3-(1-hydroxyethyl)piperazine-1-carboxylate ClC=1N=NC(=CC1N1C(CN(CC1)C(=O)OC(C)(C)C)C(C)O)Cl